N-(4-chlorophenyl)-4-{3-(4-methoxyphenylethyl)-1-[2-(4-morpholinyl)ethyl]ureido}-3-methylbenzamide ClC1=CC=C(C=C1)NC(C1=CC(=C(C=C1)N(C(=O)NCCC1=CC=C(C=C1)OC)CCN1CCOCC1)C)=O